1-(2,6-Diiodo-4-(trifluoromethyl)phenoxy)propan-2-amine IC1=C(OCC(C)N)C(=CC(=C1)C(F)(F)F)I